3-methyl-2,4-thiophenedicarboxylic acid diethyl ester C(C)OC(=O)C=1SC=C(C1C)C(=O)OCC